ethylene 1,2-bis(3,4-epoxycyclohexaneformate) C1(CC2C(CC1)O2)C(=O)OCCOC(=O)C2CC1C(CC2)O1